3-(4-((1-cyclopropyl-3-(tetrahydro-2H-pyran-4-yl)-1H-pyrazol-4-yl)oxy)-1-tosyl-1H-pyrrolo[2,3-b]pyridin-2-yl)prop-2-yn-1-ol ethyl-(2-oxopropyl)glycinate hydrochloride salt Cl.C(C)N(CC(=O)OCC#CC1=CC=2C(=NC=CC2OC=2C(=NN(C2)C2CC2)C2CCOCC2)N1S(=O)(=O)C1=CC=C(C)C=C1)CC(C)=O